ClC=1C=CC(N(N1)CC(F)F)=O 6-chloro-2-(2,2-difluoroethyl)pyridazin-3-one